4-([2,2'-bithiophene]-5-yl)-1H-benzo[d]imidazole S1C(=CC=C1C1=CC=CC=2NC=NC21)C=2SC=CC2